2-(4-((2,7-diazaspiro[3.5]nonan-2-yl)methyl)phenyl)-3-phenyl-5,6-dihydroimidazo[1,2-d]pyrido[4,3-f][1,4]oxazepine C1N(CC12CCNCC2)CC2=CC=C(C=C2)C=2N=C1N(CCOC3=C1C=CN=C3)C2C2=CC=CC=C2